p-Acetyl-benzonitrile C(C)(=O)C1=CC=C(C#N)C=C1